3,4-dibromo-2,5-dinitrothiophene BrC1=C(SC(=C1Br)[N+](=O)[O-])[N+](=O)[O-]